chloromethyl-thiazoline ClCC=1SCCN1